4-bromo-5-chloro-1-(tetrahydro-2H-pyran-2-yl)-1H-indazole BrC1=C2C=NN(C2=CC=C1Cl)C1OCCCC1